C(CC(=O)[O-])(=O)OCCOCCOC mono-[2-(2-methoxy-ethoxy)-ethyl] malonate